4-carboxyl-cumene C(=O)(O)C1=CC=C(C=C1)C(C)C